COC1=CC=C(C=C1)C1=NC=C(C=C1C1=C(C(=O)O)C=CC=C1)COCCC (2-(4-methoxyphenyl)-5-(propoxymethyl)pyridin-3-yl)benzoic acid